CN(CCC[Si](O)(O)O)C N,N-dimethyl-3-aminopropylsilantriol